4-(4-(1H-indazol-4-yl)-6-(5-((4-methylpiperazin-1-yl)methyl)thiophen-2-yl)-1,3,5-triazin-2-yl)morpholine N1N=CC2=C(C=CC=C12)C1=NC(=NC(=N1)C=1SC(=CC1)CN1CCN(CC1)C)N1CCOCC1